5-[4-(5-Fluoro-2,3-dihydrobenzofuran-7-yl)-2-hydroxy-4-methyl-2-trifluoromethyl-pentylamino]quinoline FC=1C=C(C2=C(CCO2)C1)C(CC(CNC1=C2C=CC=NC2=CC=C1)(C(F)(F)F)O)(C)C